2-[(7-fluoroindolin-1-yl)methyl]-6-methoxy-3H-quinazolin-4-one FC=1C=CC=C2CCN(C12)CC1=NC2=CC=C(C=C2C(N1)=O)OC